C(#N)C=1C=2N(C=C(C1)NC(=O)C=1C=CC(=C3C1N=C(S3)OC)N3C[C@@H](N[C@H](C3)C)C)C=C(N2)C N-(8-cyano-2-methyl-imidazo[1,2-a]pyridin-6-yl)-7-[(3S,5S)-3,5-dimethylpiperazin-1-yl]-2-methoxy-1,3-benzothiazole-4-carboxamide